epoxy-1,6-hexanediol oleate C(CCCCCCC\C=C/CCCCCCCC)(=O)O.C1(C(CCCCO)O1)O